ClC=1C=C(C=2N(N1)C=C(N2)C2=CC=CC=C2)C(=O)O 6-chloro-2-phenylimidazo[1,2-b]pyridazine-8-carboxylic acid